2-(5-(4-aminophenyl)piperidin-3-yl)acetic acid ethyl ester C(C)OC(CC1CNCC(C1)C1=CC=C(C=C1)N)=O